ClC=1C=CC(=C(C1)C1=NOC(=N1)[C@H]1[C@@H](C1)C1=CC=C(C=C1)S(=O)(=O)N)OC 4-{(1R,2R)-2-[3-(5-chloro-2-methoxyphenyl)-1,2,4-oxadiazol-5-yl]Cyclopropyl}benzenesulfonamide